5-(4-nitrophenyl)pyrazolo[1,5-a]Pyrimidine-3-carboxylic acid ethyl ester C(C)OC(=O)C=1C=NN2C1N=C(C=C2)C2=CC=C(C=C2)[N+](=O)[O-]